ClC1=C2C=NNC2=CC=C1NC1=CC(=NN1C1=CC(=C(OCC(=O)NC(C)C)C=C1)OC)C(F)(F)F 2-(4-(5-((4-chloro-1H-indazol-5-yl)amino)-3-(trifluoromethyl)-1H-pyrazol-1-yl)-2-methoxyphenoxy)-N-isopropylacetamide